N-(3-(2-(2-Aminopyridin-3-yl)-3-(4-((4-cyanamidopiperidin-1-yl)methyl)phenyl)-3H-imidazo[4,5-b]pyridin-5-yl)phenyl)acetamide NC1=NC=CC=C1C1=NC=2C(=NC(=CC2)C=2C=C(C=CC2)NC(C)=O)N1C1=CC=C(C=C1)CN1CCC(CC1)NC#N